bis[4-(9H-carbazol-9-yl)phenyl]-N,N-diphenylstilbene-4,4'-diamine C1=CC=CC=2C3=CC=CC=C3N(C12)C1=CC=C(C=C1)C(=C(C1=CC=C(C=C1)N(C1=CC=CC=C1)C1=CC=CC=C1)C1=CC=C(C=C1)N1C2=CC=CC=C2C=2C=CC=CC12)C1=CC=C(C=C1)N